(R)-cyclobutyl(4-(2-methyl-2H-pyrazolo[3,4-b]pyridin-5-yl)-6-(1-methyl-1H-pyrazol-5-yl)thieno[2,3-b]pyridin-2-yl)methanol C1(CCC1)[C@@H](O)C1=CC=2C(=NC(=CC2C2=CC=3C(N=C2)=NN(C3)C)C3=CC=NN3C)S1